C(C)(C)(C)OC(NC=1SC(=CN1)C#CC1CC1)=O (5-(Cyclopropylethynyl)thiazol-2-yl)carbamic acid tert-butyl ester